C1(=CC=CC=C1)S(=O)(=O)CC(=O)NC=1C=C(C=C(C1)C(F)(F)F)NC(=O)[N-]C1=C[N+](=NO1)CC1=NC=CC=C1 ((3-(2-(Phenylsulfonyl)acetamido)-5-(trifluoromethyl)phenyl)carbamoyl)(3-(pyridin-2-ylmethyl)-1,2,3-oxadiazol-3-ium-5-yl)amide